3-amino-5-(1-ethylpyrazol-4-yl)-N-[2-[2-[[2-[4-[2-fluoro-5-[(4-oxo-3H-phthalazin-1-yl)methyl]benzoyl]piperazin-1-yl]-2-oxoethyl]amino]ethoxy]ethyl]pyridine-2-carboxamide NC=1C(=NC=C(C1)C=1C=NN(C1)CC)C(=O)NCCOCCNCC(=O)N1CCN(CC1)C(C1=C(C=CC(=C1)CC1=NNC(C2=CC=CC=C12)=O)F)=O